NCCOCCOCCOCCOCCOCCNC=1C(=C(C(=O)NC=2SC(=C(N2)C)C)C=CC1)C ((17-amino-3,6,9,12,15-pentaoxaheptadecyl)amino)-N-(4,5-dimethylthiazol-2-yl)-2-methylbenzamide